Br[C@H](C(=O)OC)CBr |r| Racemic-methyl 2,3-dibromopropionate